(9H-fluoren-9-yl)methyl(3-(5-((R)-1-(3,5-dichloropyridin-4-yl)ethoxy)-1-(tetrahydro-2H-pyran-2-yl)-1H-indazol-3-yl)benzyl)carbamate C1=CC=CC=2C3=CC=CC=C3C(C12)OC(N(CC1=CC(=CC=C1)C1=NN(C2=CC=C(C=C12)O[C@H](C)C1=C(C=NC=C1Cl)Cl)C1OCCCC1)C)=O